tert-butyl (2R,4RS)-2-(5-fluoro-2-methoxypyridin-3-yl)-4-hydroxypyrrolidine-1-carboxylate FC=1C=C(C(=NC1)OC)[C@@H]1N(C[C@@H](C1)O)C(=O)OC(C)(C)C |&1:12|